C(C)(C)(C)OC(NC(C)C)=NC(C)C O-(tert-Butyl)-N,N'-diisopropylisourea